C(CCCC)OCCOC(C(=C)C)=O.C(CC)OCCOC(C(=C)C)=O.C(C(=C)C)(=O)OCCOCC ethoxyethyl methacrylate propoxyethyl-methacrylate pentoxyethyl-methacrylate